diethoxymethyl-(4-vinylphenyl)silane ethyl-5,5-dimethyl-7-oxo-4-azaspiro[2.5]octane-8-carboxylate C(C)OC(=O)C1C(CC(NC12CC2)(C)C)=O.C(C)OC(OCC)[SiH2]C2=CC=C(C=C2)C=C